4-[2-(2,4-dimethylphenoxy)-phenyl]-2-thiazolyl-1,4,5,6-tetrahydro-2-pyrimidinamine CC1=C(OC2=C(C=CC=C2)C2NC(NCC2)(N)C=2SC=CN2)C=CC(=C1)C